4-[2-[1,1-dimethyl-2-(methylamino)-2-oxo-ethyl]-1-(4-fluorophenyl)-4-hydroxy-indol-3-yl]benzoic acid CC(C(=O)NC)(C)C=1N(C2=CC=CC(=C2C1C1=CC=C(C(=O)O)C=C1)O)C1=CC=C(C=C1)F